CC1CC(CC2C1O2)C(=O)[O-] 4-epoxy-6-methylcyclohexylformate